N-{(2S)-4-chloro-3-oxo-1-[(3S)-2-oxopiperidin-3-yl]butan-2-yl}-4-methyl-N2-[(2R)-oxolane-2-carbonyl]-L-leucinamide ClCC([C@H](C[C@H]1C(NCCC1)=O)NC([C@@H](NC(=O)[C@@H]1OCCC1)CC(C)(C)C)=O)=O